C(C#C)N1N=CC2=CC=CC=C12 1-(prop-2-yn-1-yl)-1H-indazol